(S)-2-amino-3-(3-(2-(tert-butoxy)-2-oxoethyl)phenyl)propanoic acid N[C@H](C(=O)O)CC1=CC(=CC=C1)CC(=O)OC(C)(C)C